C(C)(C)(C)OC(=O)N1[C@@H](CC1)C(=O)O (2S)-1-[(tert-Butoxy)carbonyl]azetidine-2-carboxylic acid